[Na+].C(CCCCCCCCCCCCCCCCC)(=O)[O-].[Ca+2].C(CCCCCCCCCCCCCCCCC)(=O)[O-].C(CCCCCCCCCCCCCCCCC)(=O)[O-] Calcium Stearate, Sodium salt